FC1=C(C(=CC=C1)O)C1=NC(=NO1)C=1C=C(C(=O)O)C=CC1 3-[5-(2-Fluoro-6-hydroxy-phenyl)-[1,2,4]oxadiazol-3-yl]-benzoic acid